5-Methyl-N-(1-(naphthalen-1-yl)cyclopropyl)-1H-indole-6-carboxamide CC=1C=C2C=CNC2=CC1C(=O)NC1(CC1)C1=CC=CC2=CC=CC=C12